ClC=1C=C2C(=NN(C2=CC1)CCC[C@H]1NCCC[C@@H]1O)C(F)(F)F (2R,3S)-2-(3-(5-chloro-3-(trifluoromethyl)-1H-indazol-1-yl)propyl)piperidin-3-ol